F[C@@H]1C[C@@]2(CCCN2C1)COC=1N=CC2=C(N1)C(=C(N=C2N2[C@H](CC2)CN2N=CC=C2)C2(CC1=CC=C(C(=C1C=C2)C#C)F)O)F 2-([(2R,7aS)-2-fluoro-hexahydropyrrolizin-7a-yl]methoxy-8-fluoro-5-[(2R)-2-(pyrazol-1-ylmethyl)azetidin-1-yl]pyrido[4,3-d]pyrimidin-7-yl)-5-ethynyl-6-fluoronaphthalen-2-ol